ClC1=NC(=C2N=CN(C2=N1)CCN(C(OC(C)(C)C)=O)C)Cl tert-Butyl (2-(2,6-dichloro-9H-purin-9-yl)ethyl)(methyl)carbamate